N-((6S,7S)-6-([1,1'-biphenyl]-3-ylmethyl)-5-((R)-oxetane-2-carbonyl)-5-azaspiro[2.4]heptan-7-yl)-1-methyl-1H-pyrazole-3-sulfonamide C1(=CC(=CC=C1)C[C@@H]1N(CC2(CC2)[C@@H]1NS(=O)(=O)C1=NN(C=C1)C)C(=O)[C@@H]1OCC1)C1=CC=CC=C1